C(CCC)(=O)OC(CO)CO glycerol 2-butyrate